[1-(3,5-difluoro-2-pyridyl)triazol-4-yl]-[(1S,4S)-4-(1,5-dimethylpyrazol-4-yl)-1-methyl-3,4-dihydro-1H-isoquinolin-2-yl]methanone FC=1C(=NC=C(C1)F)N1N=NC(=C1)C(=O)N1[C@H](C2=CC=CC=C2[C@H](C1)C=1C=NN(C1C)C)C